ClC1=C(C=CC(=C1)Cl)[C@@H](C)N1C(=NC2=C1C=C(C=C2)N2CC(C2)C2CN(CCC2)C2CC(C2)(C(=O)O)C)C(F)(F)F 3-(3-(1-(1-((R)-1-(2,4-dichlorophenyl)ethyl)-2-(trifluoromethyl)-1H-benzo[d]imidazol-6-yl)azetidin-3-yl)piperidin-1-yl)-1-methylcyclobutane-1-carboxylic acid